(2-chloro-4-fluoro-3-iodophenyl)((3-ethoxyazetidin-1-yl)sulfonyl)carbamic acid ClC1=C(C=CC(=C1I)F)N(C(O)=O)S(=O)(=O)N1CC(C1)OCC